FC(C=1C=C(C=CC1F)C=1C=C2C(=NC1)C=NN2CC2=NN(C=N2)C)F 6-[3-(Difluoromethyl)-4-fluoro-phenyl]-1-[(1-methyl-1,2,4-triazol-3-yl)methyl]pyrazolo[4,3-b]pyridine